octapropyl-cyclotetrasiloxane C(CC)[Si]1(O[Si](O[Si](O[Si](O1)(CCC)CCC)(CCC)CCC)(CCC)CCC)CCC